CC1=C(OC2=CC=C(C=C2)C2=NN(C3=C2C=NC=C3)[C@H]3CN(CC3)C(C=C)=O)C=CC=C1C (R)-1-(3-(3-(4-(2,3-dimethylphenoxy)phenyl)-1H-pyrazolo[4,3-c]pyridin-1-yl)pyrrolidin-1-yl)prop-2-en-1-one